ClC=1C=C2C(=C(C=NC2=CC1)S(=O)(=O)N1CCOCC1)NC1=C(C=C(C=C1)C(=O)O)C(=O)O 4-[(6-chloro-3-morpholinosulfonyl-4-quinolyl)amino]benzene-1,3-dicarboxylic acid